3-[4-amino-5-(trifluoromethyl)pyrrolo[2,1-f][1,2,4]triazin-7-yl]-6-ethyl-2-fluoro-N-[(3R,4S)-4-fluoro-1-(3-fluorocyclobutanecarbonyl)pyrrolidin-3-yl]benzamide NC1=NC=NN2C1=C(C=C2C=2C(=C(C(=O)N[C@@H]1CN(C[C@@H]1F)C(=O)C1CC(C1)F)C(=CC2)CC)F)C(F)(F)F